tert-butyl 3-((4-(2-(imino(pyrimidin-4-yl)methyl)hydrazine-1-carbonyl)tetrahydro-2H-pyran-4-yl)amino)benzoate N=C(NNC(=O)C1(CCOCC1)NC=1C=C(C(=O)OC(C)(C)C)C=CC1)C1=NC=NC=C1